ClC=1C(=NC=C(C1)C(C=1NC(=C(N1)I)I)C1=CC(=C(C=C1)F)Cl)C(F)(F)F 3-chloro-5-((3-chloro-4-fluoro-phenyl)(4,5-diiodo-1H-imidazol-2-yl)methyl)-2-(trifluoromethyl)pyridine